monomethyl-acetylphosphonic acid sodium salt [Na+].CCC(=O)P([O-])([O-])=O.[Na+]